NC/C(/CN1N=CN(C1=O)C1=NC=C(C=C1C)C1=CC=C2C=NNC2=C1)=C\F 2-[(2E)-2-(aminomethyl)-3-fluoroprop-2-en-1-yl]-4-[5-(1H-indazol-6-yl)-3-methylpyridin-2-yl]-2,4-dihydro-3H-1,2,4-triazol-3-one